BrC=1C(=CC=C2C=CC(=CC12)C(=O)N1CCC2=CC=C(C=C12)F)O (8-bromo-7-hydroxynaphthalen-2-yl)(6-fluoroindolin-1-yl)methanone